ClC=1C=CC2=C([C@H](C[C@@H](O2)C(=O)NC23CC(C2)(C3)NC(COC3=CC(=C(C=C3)Cl)F)=O)NC3(CC3)CO)C1 |r| rac-(2R,4S)-6-chloro-N-{3-[2-(4-chloro-3-fluorophenoxy)acetamido]bicyclo[1.1.1]pentan-1-yl}-4-{[1-(hydroxymethyl)cyclopropyl]amino}-3,4-dihydro-2H-1-benzopyran-2-carboxamide